C(#N)C1=C(C=CC(=C1)C(NC)=O)N(C(OC(C)(C)C)=O)CC#CC=1C=C2C(=CC=CN2C1SC(F)(F)F)N[C@H]1[C@H](CN(CC1)C)F tert-butyl N-[2-cyano-4-(methylcarbamoyl)phenyl]-N-[3-(8-{[(3S,4R)-3-fluoro-1-methylpiperidin-4-yl]amino}-3-[(trifluoromethyl)sulfanyl]indolizin-2-yl)prop-2-yn-1-yl]carbamate